N1CC2(C=3C1=NC=C(C3)C=3C=C(C=CC3)C3=NC=CC=C3CO)CC2 (2-(3-(1',2'-Dihydrospiro[cyclopropane-1,3'-pyrrolo[2,3-b]pyridin]-5'-yl)phenyl)pyridin-3-yl)methanol